[Cl-].[Cl-].C1(=CC=CC=C1)PC1=CC=CC=C1.[Ru+2] ruthenium (II) diphenylphosphine dichloride